IC=1C=NN(C1)CC1=NC=CC=C1 2-((4-iodo-1H-pyrazol-1-yl)methyl)pyridine